C(C)(C)(C)OC(=O)N(C(OC(C)(C)C)=O)C[C@@H]1C[C@H](C1)N1N=C(C(=C1)C1=CC=2C(C=N1)=CN(N2)C2CN(C2)C)C2CC2 tert-butyl N-tert-butoxycarbonyl-N-((trans-3-(3-cyclopropyl-4-(2-(1-methylazetidin-3-yl)pyrazolo[4,3-c]pyridin-6-yl)pyrazol-1-yl)cyclobutyl)methyl)carbamate